CN(CCC[Si](OC)(OC)CC)C (N,N-dimethyl-3-aminopropyl)ethyldimethoxysilane